(3S,4S)-1-(2-(((S)-2-decanamido-3-(hexylamino)-3-oxopropyl)amino)benzo[d]oxazole-6-carbonyl)-N3,N4-bis((1S,2R)-2-phenylcyclopropyl)pyrrolidine-3,4-dicarboxamide C(CCCCCCCCC)(=O)N[C@@H](CNC=1OC2=C(N1)C=CC(=C2)C(=O)N2C[C@H]([C@@H](C2)C(=O)N[C@@H]2[C@H](C2)C2=CC=CC=C2)C(=O)N[C@@H]2[C@H](C2)C2=CC=CC=C2)C(=O)NCCCCCC